Tert-Butyl ((3S,4S)-8-(3-chloropyrazin-2-yl)-3-methyl-2-oxa-8-azaspiro[4.5]decan-4-yl)carbamate ClC=1C(=NC=CN1)N1CCC2([C@@H]([C@@H](OC2)C)NC(OC(C)(C)C)=O)CC1